C(C)(C)(C)[C@H]1N2C(C=3N(N=C4C(=CC=CC34)OCCCOC)C1)=CC(C(=C2)C(=O)OCC)=O (R)-ethyl 6-(tert-butyl)-10-(3-methoxypropoxy)-2-oxo-6,7-dihydro-2H-pyrido[2',1':3,4]pyrazino[1,2-b]indazole-3-carboxylate